(S)-1-(2-chloro-1H-indol-3-yl)propan-2-amine ClC=1NC2=CC=CC=C2C1C[C@H](C)N